FC1=CC(=C(C#N)C=C1)N1N=CC(=C1)C1=C2C(=NC=C1)NC=C2 4-fluoro-2-[4-(1H-pyrrolo[2,3-b]pyridin-4-yl)-1H-pyrazol-1-yl]benzonitrile